(7R,8aS)-1-(2,3-dichloro-6-hydroxyphenyl)-2-[4-(hydroxymethyl)pyridin-2-yl]-hexahydropyrrolo[1,2-a]pyrazin-4-one ClC1=C(C(=CC=C1Cl)O)C1[C@H]2N(C(CN1C1=NC=CC(=C1)CO)=O)CCC2